C1(=CCCCC1)C(=O)O cyclohexene-1-carboxylic acid